NCCCNC(=O)C1=NC2=CC=CC=C2C=C1NC1=CC(=CC=C1)Br N-(3-aminopropyl)-3-((3-bromophenyl)amino)quinoline-2-carboxamide